FC(C1=CC=C(C(=O)N(C2=C(C(=CC=C2)B2OC(C(O2)(C)C)(C)C)C)CCO)C=C1)F 4-(difluoromethyl)-N-(2-hydroxyethyl)-N-(2-methyl-3-(4,4,5,5-tetramethyl-1,3,2-dioxaborolan-2-yl)phenyl)benzamide